C1=CC=C(C=C1)CNC(=O)CCl N-benzyl-2-chloroacetamide